N,N-dibromotaurine BrN(CCS(=O)(=O)O)Br